Cl.C(C)OCC1CN(CC1)C(C)(C)C=1C=CC(=NC1)C 5-(2-(3-(ethoxy-methyl)pyrrolidin-1-yl)propan-2-yl)-2-methylpyridine HCl